2,3,6-trifluoro-N-(2-hydroxy-1-phenylethyl)isonicotinamide FC=1C(=C(C(=O)NC(CO)C2=CC=CC=C2)C=C(N1)F)F